tert-butyl 6-[3-carbamoyl-2-(4-phenoxyphenyl)-4,5,6,7-tetrahydro-2H-pyrazolo[4,3-b]pyridin-7-yl]-3,6-diazabicyclo[3.1.1]heptane-3-carboxylate C(N)(=O)C=1N(N=C2C1NCCC2N2C1CN(CC2C1)C(=O)OC(C)(C)C)C1=CC=C(C=C1)OC1=CC=CC=C1